C(CCCCCCCCC\C=C/CCCCCCCCCC)(=O)O (Z)-docos-11-enoic acid